tert-butyl 20-hydroxyicosanoate OCCCCCCCCCCCCCCCCCCCC(=O)OC(C)(C)C